N-ethyl-N'-(4-((4-fluorophenyl)amino)-2,5-dimethylphenyl)-N-methylformimidamide C(C)N(C=NC1=C(C=C(C(=C1)C)NC1=CC=C(C=C1)F)C)C